SODIUM PALMITOYL-L-PROLYL-L-PROLYL-GLYCYL-L-TYROSINATE C(CCCCCCCCCCCCCCC)(=O)N1[C@@H](CCC1)C(=O)N1[C@@H](CCC1)C(=O)NCC(=O)N[C@@H](CC1=CC=C(C=C1)O)C(=O)[O-].[Na+]